NC([C@H](CC1C(NC2=CC=CC(=C12)C)=O)NC([C@H](CC1CC1)NC(=O)C=1NC2=CC=CC(=C2C1)OC)=O)=O N-[(1S)-2-[[(1S)-2-amino-1-[(4-methyl-2-oxo-indolin-3-yl)methyl]-2-oxo-ethyl]amino]-1-(cyclopropylmethyl)-2-oxo-ethyl]-4-methoxy-1H-indole-2-carboxamide